trans-salicylaldehyde C(C=1C(O)=CC=CC1)=O